C(C)(C)(C)OC(=O)C(O)[C@H](N)[C@H](O)\C=C\CCCCCCCCCCCCC tert-butyloxycarbonyLsphingosine